NCCCN(C(OC1=C(C=C(C=C1)CNC(CCCC\C=C\C(C)C)=O)OC)=O)C (E)-2-methoxy-4-((8-methylnon-6-enamido)methyl)phenyl (3-aminopropyl)(methyl)carbamate